(S)-2-(4-(1H-benzo[d]imidazole-6-carbonyl)-3,3-dimethylpiperazin-1-yl)-N-(5-(2,4-difluorophenoxy)pyrazin-2-yl)propanamide N1C=NC2=C1C=C(C=C2)C(=O)N2C(CN(CC2)[C@H](C(=O)NC2=NC=C(N=C2)OC2=C(C=C(C=C2)F)F)C)(C)C